CNC(C(=O)[O-])(C)C N-methyl-α-aminoisobutyrate